C1(CC1)N[C@H]1CN(CCC1)C(C)=O (R)-1-(3-(cyclopropylamino)piperidin-1-yl)ethan-1-one